C1CCN2CCCC12COC=1N=C(C2=C(N1)CC(OC2)C2=CC=CC1=CC=CC(=C21)C)N2C[C@@H](NCC2)CC#N 2-[(2S)-4-[2-(hexahydropyrrolizin-7a-ylmethoxy)-7-(8-methylnaphthalen-1-yl)-5H,7H,8H-pyrano[4,3-d]pyrimidin-4-yl]piperazin-2-yl]acetonitrile